C12OCC(N(C1)C1=NC=C(C=N1)N1C(C3(C4=C1N=C(N=C4Cl)Cl)CCCC3)=O)C2 7'-(2-(2-oxa-5-azabicyclo[2.2.1]heptan-5-yl)pyrimidin-5-yl)-2',4'-dichlorospiro[cyclopentane-1,5'-pyrrolo[2,3-d]pyrimidin]-6'(7'H)-one